C(C(C)C)(=O)OC=1C(=NC=CC1OC)C(N[C@H](C(=O)NC(=C(C1=CC(=CC=C1)C)C1=CC(=CC=C1)C)C)C)=O (S)-2-((1-((1,1-bis(3-methylphenyl)prop-1-en-2-yl)amino)-1-oxopropan-2-yl)carbamoyl)-4-methoxypyridin-3-yl isobutyrate